C(C(=C)C)(=O)OCCC[Si](O[Si](OC)(OC)OC)(O[Si](OC)(OC)OC)O[Si](OC)(OC)OC 3-methacryloxypropyltris(trimethoxysiloxy)silane